3-chloromethylpropyl-triphenylphosphine chloride [Cl-].ClCCCCC1=C(C=CC=C1)P(C1=CC=CC=C1)C1=CC=CC=C1